CC(COC=1C=NC(=CC1C1=CC=2N(C=C1)N=C(C2)NC=2N=NC(=CC2)C)C)(C)O 2-methyl-1-[[6-methyl-4-[2-[(6-methylpyridazin-3-yl)amino]pyrazolo[1,5-a]pyridin-5-yl]-3-pyridyl]oxy]propan-2-ol